3-(4-(2-aminoethyl)-4-methyl-6-oxo-3,4,6,8-tetrahydropyrano[2,3-f]isoindol-7(2H)-yl)piperidine-2,6-dione NCCC1(CCOC2=CC=3CN(C(C3C=C21)=O)C2C(NC(CC2)=O)=O)C